[(3R,9aS)-3-(3-Chloro-4-fluorophenyl)-3,4,6,7,9,9a-hexahydro-1H-pyrazino[2,1-c][1,4]oxazin-8-yl]-[3-[5-(trifluoromethyl)-1H-pyrazol-4-yl]phenyl]methanon ClC=1C=C(C=CC1F)[C@@H]1CN2[C@H](CO1)CN(CC2)C(=O)C2=CC(=CC=C2)C=2C=NNC2C(F)(F)F